ClC1=CC2=C(N(C(OC23CC(C2=CC=CC=C32)(C)C)=O)C3=CC=CC=C3)C=C1 6-chloro-3',3'-dimethyl-1-phenyl-2',3'-dihydrospiro-[benzo[d][1,3]oxazin-4,1'-indene]-2(1H)-one